(S)-(3-AMINO-PYRROLIDIN-1-YL)-ACETIC ACID N[C@@H]1CN(CC1)CC(=O)O